hydroxy-N-methylpyrrolidine-2-carboxamide ON1C(CCC1)C(=O)NC